CC1(NC(C2=C1SC=C2)=O)C 6,6-dimethyl-5,6-dihydro-4H-thieno[2,3-c]pyrrol-4-one